BrC1=C(C(=CC(=C1)F)Br)CC#N (2,6-dibromo-4-fluorophenyl)acetonitrile